Pyrido[2,3-b][1,4]Oxazine-3,8(4H)-dicarboxylic acid 3-benzyl 8-methyl ester COC(=O)C1=CC=NC=2OC(C=NC21)C(=O)OCC2=CC=CC=C2